C(N)(=O)C1CCN(CC1)C(=O)OC1=CC=C(C=C1)C[C@@H](C(=O)OC(C)OC(CCCC[C@H]1SS(CC1)=O)=O)NC([C@H](CC(C)C)NC(COC1=C(C=CC=C1)C)=O)=O 4-((2S)-2-((S)-4-Methyl-2-(2-(o-tolyloxy)acetamido)pentanamido)-3-(1-((5-((3R)-1-oxido-1,2-dithiolan-3-yl)pentanoyl)oxy)ethoxy)-3-oxopropyl)phenyl 4-carbamoylpiperidine-1-carboxylate